6-hydroxy-3-((cis)-3-hydroxy-3-methylcyclobutyl)-4-(trifluoromethyl)-1-((2-(trimethylsilyl)ethoxy)methyl)-1,3-dihydro-2H-benzo[d]imidazol-2-one OC=1C=C(C2=C(N(C(N2C2CC(C2)(C)O)=O)COCC[Si](C)(C)C)C1)C(F)(F)F